7-(3-{[4-Fluoro-2-methyl-5-(thiophen-2-yl)phenyl]sulfamoyl}phenyl)heptanoic acid FC1=CC(=C(C=C1C=1SC=CC1)NS(=O)(=O)C=1C=C(C=CC1)CCCCCCC(=O)O)C